(2R,3R,4S,5R)-5-(2-amino-6-oxo-1H-purin-9(6H)-yl)-4-fluoro-2-(((5-(2-isopropoxy-2-oxoethyl)-2-oxido-1,3,2-dioxaphosphinan-2-yl)oxy)methyl)tetrahydrofuran-3-yl isobutyrate C(C(C)C)(=O)O[C@@H]1[C@H](O[C@H]([C@H]1F)N1C=2N=C(NC(C2N=C1)=O)N)COP1(OCC(CO1)CC(=O)OC(C)C)=O